2-[2-[4-[2-[1-(6,7-dihydro-5H-pyrrolo[1,2-c]imidazol-1-yl)-2-oxo-2-(thiazol-2-ylamino)ethyl]-7-fluoro-3-oxo-isoindolin-5-yl]phenyl]-2-azaspiro[3.3]heptan-6-yl]acetic acid C1(=C2N(C=N1)CCC2)C(C(NC=2SC=CN2)=O)N2CC1=C(C=C(C=C1C2=O)C2=CC=C(C=C2)N2CC1(C2)CC(C1)CC(=O)O)F